3-(4-chloro-2,6-dimethylphenyl)-8-methoxy-1-methyl-1,8-diazaspiro[4.5]decan-2,4-dione ClC1=CC(=C(C(=C1)C)C1C(N(C2(C1=O)CCN(CC2)OC)C)=O)C